trimethoxysilylethyl benzyl sulfide C(C1=CC=CC=C1)SCC[Si](OC)(OC)OC